3-(N-((cis)-3-(2,3-dihydropyrrolo[3',2':5,6]pyrido[3,4-b][1,4]oxazin-1(7H)-yl)cyclobutyl)sulfamoyl)azetidine-1-carboxylic acid benzyl ester C(C1=CC=CC=C1)OC(=O)N1CC(C1)S(N[C@@H]1C[C@@H](C1)N1C2=C(OCC1)C=NC1=C2C=CN1)(=O)=O